ClC1=C(OC2=C1C=C(C=C2C(NOC)=O)C)CNC(=O)C=2C=NN1C2N=CC=C1 N-((3-chloro-7-(methoxycarbamoyl)-5-methylbenzofuran-2-yl)methyl)pyrazolo[1,5-a]pyrimidine-3-carboxamide